CN(C1CCN(CC1)S(=O)(=O)C=1C=C(C(=O)NC=2N=CC3=CC=C(C=C3C2)C=2C=NN(C2OC)C)C=CC1F)C 3-((4-(dimethylamino)piperidin-1-yl)sulfonyl)-4-fluoro-N-(6-(5-methoxy-1-methyl-1H-pyrazol-4-yl)isoquinolin-3-yl)benzamide